NC(C(O)C)C 2-amino-1-methyl-propanol